4-hydroxy-3-methoxyphenylpropane OC1=C(C=C(C=C1)CCC)OC